N1CC(CCC1)C1=C(C(=C(C(=C1[2H])[2H])N1N=C2C(=CC=CC2=C1[2H])C(=O)N)[2H])[2H] 2-(4-(piperidin-3-yl)phenyl-2,3,5,6-d4)-2H-indazole-3-d-7-carboxamide